CCCCCCCCC1=C(C1)CCCCCCCC(=O)O The molecule is a long-chain, monounsaturated fatty acid composed of 9-octadecenoic acid having a 9,10-cyclopropenyl group. It is a cyclopropenyl fatty acid, a long-chain fatty acid and a monounsaturated fatty acid. It derives from an octadec-9-enoic acid.